amino-5-(4-(4-(trifluoromethyl)phenyl)-1H-1,2,3-triazol-1-yl)-[1,1'-biphenyl]-3-carboxylic acid methyl ester COC(=O)C=1C(=C(C=C(C1)N1N=NC(=C1)C1=CC=C(C=C1)C(F)(F)F)C1=CC=CC=C1)N